1-(4-(3-bromopropyloxy)phenyl)-3-m-bromophenyl-2-propen-1-one BrCCCOC1=CC=C(C=C1)C(C=CC1=CC(=CC=C1)Br)=O